[Li+].C1(=CC=CC=C1)P(C=1C=C(C=CC1)S(=O)(=O)[O-])C1=CC=CC=C1 3-diphenylphosphinobenzenesulfonate lithium salt